NC=1C(=CC2=C(OC3=C2C=CC=C3)C1Br)C(=O)N 3-amino-4-bromo-dibenzofuran-2-carboxamide